CN1N=C(C=C1NC(=O)NCC1=CC2=C(C(N(C2)C2C(NC(CC2)=O)=O)=O)S1)C 1-(1,3-dimethyl-1H-pyrazol-5-yl)-3-((5-(2,6-dioxopiperidin-3-yl)-6-oxo-5,6-dihydro-4H-thieno[2,3-c]pyrrol-2-yl)methyl)urea